CN(C/C=C/C(=O)N1CCN(CC1)CC(CN1C2=C(N(C([C@H](CC1)NC(OC(C)(C)C)=O)=O)C)C=CC=C2F)O)C tert-butyl ((3S)-6-(3-(4-((E)-4-(dimethylamino)but-2-enoyl)piperazin-1-yl)-2-hydroxypropyl)-7-fluoro-1-methyl-2-oxo-1,2,3,4,5,6-hexahydrobenzo[b][1,4]diazocin-3-yl)carbamate